ON(C(/C=C/C(=O)O)=O)CCC#CC=1C(NC(N(C1)[C@@H]1O[C@@H]([C@H](C1)O)CO)=O)=O (E)-4-(hydroxy(4-(1-((2R,4S,5R)-4-hydroxy-5-(hydroxymethyl)tetrahydrofuran-2-yl)-2,4-dioxo-1,2,3,4-tetrahydropyrimidin-5-yl)but-3-yn-1-yl)amino)-4-oxobut-2-enoic acid